1-(7-difluoromethyl-6-pyrimidin-5-yl-3,4-dihydro-2H-quinolin-1-yl)-isoquinoline-3-carboxylic acid FC(C1=C(C=C2CCCN(C2=C1)C1=NC(=CC2=CC=CC=C12)C(=O)O)C=1C=NC=NC1)F